(S)-2-Benzyl-4-(3-(2,4-difluoro-3-hydroxy-5-(trifluoromethyl)phenyl)-1-methyl-1H-pyrazolo[3,4-d]pyrimidin-6-yl)-N-methylpiperazine-1-carboxamide C(C1=CC=CC=C1)[C@@H]1N(CCN(C1)C1=NC=C2C(=N1)N(N=C2C2=C(C(=C(C(=C2)C(F)(F)F)F)O)F)C)C(=O)NC